tert-butyl (1R)-1-((tert-butylsulfinyl) amino)-8-azaspiro[4.5]decane-8-carboxylate C(C)(C)(C)S(=O)N[C@@H]1CCCC12CCN(CC2)C(=O)OC(C)(C)C